FC1=C(C=NN1)C=1C=C2C(=CN(C(C2=CC1)=O)C(C)C=1C=C(C(=O)NC)C=CC1)CCO 3-(1-(6-(5-fluoro-1H-pyrazol-4-yl)-4-(2-hydroxyethyl)-1-oxoisoquinolin-2(1H)-yl)ethyl)-N-methylbenzamide